C(#N)C=1C=C(C=CC1)C=1N=C(SC1C1=CC(=NC(=C1)C)C)NC(=O)N1CCC(CC1)CN1CCOCC1 N-[4-(3-cyanophenyl)-5-(2,6-dimethyl-4-pyridyl)thiazol-2-yl]-4-(morpholinomethyl)piperidine-1-carboxamide